propionic acid 3-(2-(dipropylamino) ethyl)-1H-indol-7-yl ester C(CC)N(CCC1=CNC2=C(C=CC=C12)OC(CC)=O)CCC